ClC=1C=C(C=CC1)S(=O)(=O)NC1C(CCCC1)O 3-chloro-N-(2-hydroxycyclohexyl)benzenesulfonamide